CC=1C=C(C=CC1OC1=CC2=C(N(C=N2)C)C=C1)NC1=NC=NC=C1C=1OC=C(N1)CO (2-(4-((3-methyl-4-((1-methyl-1H-benzimidazol-5-yl)oxy)phenyl)amino)pyrimidin-5-yl)oxazol-4-yl)methanol